5-fluoro-N6-(5-methoxy-2,3-dihydro-1H-inden-4-yl)-1H-pyrazolo[3,4-b]pyridine-3,6-diamine FC=1C=C2C(=NC1NC1=C3CCCC3=CC=C1OC)NN=C2N